COC1=C(C=CC(=C1)OC)CNC1=NN=C(C2=CC(=CC=C12)C=1C=C(C=CC1CC)B(O)O)C [3-[1-[(2,4-dimethoxyphenyl)methylamino]-4-methylphthalazin-6-yl]-4-ethylphenyl]boronic acid